(R)-4-(4-benzyl-2-((benzyloxy)methyl)piperazin-1-yl)-2-cyclopropylpyrimidine-5-carbonitrile C(C1=CC=CC=C1)N1C[C@@H](N(CC1)C1=NC(=NC=C1C#N)C1CC1)COCC1=CC=CC=C1